BrC1=CC=C2CC(NC(C2=C1)=O)C 7-bromo-3-methyl-3,4-dihydroisoquinolin-1(2H)-one